[Cl-].[Cl-].C1(CCC2CC=CC=C12)[Hf+2]C1(C=CC=C1)C[Si](C)(C)C (tetrahydroindenyl)(trimethylsilylmethylcyclopentadienyl)hafnium dichloride